(Z)-1-acetyl-3-((5-(isopropyl)-1H-imidazol-4-yl)methylene)piperazine-2,5-dione C(C)(=O)N1C(/C(/NC(C1)=O)=C/C=1N=CNC1C(C)C)=O